NC1=NC=CC(=C1C)OC1=CC(=C(C=C1)NC(=O)NC1=CC(=NN1C1=CC=CC=C1)C(C)(C)C)F 1-(4-((2-amino-3-methylpyridin-4-yl)oxy)-2-fluorophenyl)-3-(3-(tert-butyl)-1-phenyl-1H-pyrazol-5-yl)urea